N-(methyl-d3)-4-((2-cyclopropoxy-4-(1-methyl-1H-pyrazol-4-yl)phenyl)amino)pyridazine-3-carboxamide C(NC(=O)C=1N=NC=CC1NC1=C(C=C(C=C1)C=1C=NN(C1)C)OC1CC1)([2H])([2H])[2H]